benzyl 2-((((9H-fluoren-9-yl) methoxy) carbonyl) amino)-5-acetylamino-5-oxopentanoate C1=CC=CC=2C3=CC=CC=C3C(C12)COC(=O)NC(C(=O)OCC1=CC=CC=C1)CCC(=O)NC(C)=O